O1C2=C(OCC1)C=C(C=C2)C(C)N2C[C@@H](N(C[C@H]2C)C=2C=1N(N(C(C2)=O)C)C=C(N1)CC#N)C 2-(8-((2s,5r)-4-(1-(2,3-dihydrobenzo[b][1,4]dioxin-6-yl)ethyl)-2,5-dimethylpiperazin-1-yl)-5-methyl-6-oxo-5,6-dihydroimidazo[1,2-b]pyridazin-2-yl)acetonitrile